lithium 2-((2R,5S)-2-(benzo[d]thiazol-5-yl)-5-methylpiperidin-1-yl)-2-oxoacetate S1C=NC2=C1C=CC(=C2)[C@@H]2N(C[C@H](CC2)C)C(C(=O)[O-])=O.[Li+]